1-(4-chlorobenzoyl)-4-(diphenylmethyl)piperazine ClC1=CC=C(C(=O)N2CCN(CC2)C(C2=CC=CC=C2)C2=CC=CC=C2)C=C1